tert-butyl 2-isohexyl-8-methylnonanoate C(CCC(C)C)C(C(=O)OC(C)(C)C)CCCCCC(C)C